4-((1-(2-fluoro-3-(1,1,1-trifluorO-2,3-dihydroxypropan-2-yl)phenyl)ethyl)amino)-2,6,8,8-tetramethyl-6H-[1,4]oxazino[3,2-g]quinazolin-7(8H)-one FC1=C(C=CC=C1C(C(F)(F)F)(CO)O)C(C)NC1=NC(=NC2=CC3=C(C=C12)N(C(C(O3)(C)C)=O)C)C